6-bromo-N-(4-(4-methylpiperazin-1-yl)-2-(piperidin-1-yl)phenyl)pyridineamide BrC1=CC=CC(=N1)C(=O)NC1=C(C=C(C=C1)N1CCN(CC1)C)N1CCCCC1